2-CYCLOHEXYL-5-ETHOXY-1H-INDOLE-3-CARBOXALDEHYDE C1(CCCCC1)C=1NC2=CC=C(C=C2C1C=O)OCC